3-[5,7-difluoro-2-(4-fluorophenyl)-1H-indol-3-yl]2,2-difluoro-propionic acid FC=1C=C2C(=C(NC2=C(C1)F)C1=CC=C(C=C1)F)CC(C(=O)O)(F)F